3-(6-methoxy-7-methyl-1-oxoisoindolin-2-yl)piperidine-2,6-dione COC1=CC=C2CN(C(C2=C1C)=O)C1C(NC(CC1)=O)=O